COC1=C(N)C=CC(=C1)C 2-methoxy-4-methylaniline